6-cyclohexyl-2-((2R,4S)-2-(1-cyclopropyl-1H-pyrazol-4-yl)tetrahydro-2H-pyran-4-yl)-4-(2,4-difluorophenyl)-7-methylpteridine C1(CCCCC1)C=1N=C2C(=NC(=NC2=NC1C)[C@@H]1C[C@@H](OCC1)C=1C=NN(C1)C1CC1)C1=C(C=C(C=C1)F)F